C(C1=CC=CC=C1)OCCN[C@H]1CC=2N(C3=C(C1)C=C(C=C3)Cl)C(=NN2)[C@@H]2CC[C@H](CC2)OC2=NC=CC=C2 (5R)-N-[2-(benzyloxy)ethyl]-8-chloro-1-[trans-4-(pyridin-2-yloxy)cyclohexyl]-5,6-dihydro-4H-[1,2,4]triazolo[4,3-a][1]benzazepin-5-amine